4,8-bis(6,7-dimethoxy-3,4-dihydroisoquinolin-2(1H)-yl)-N2,N2,N6,N6-tetrakis(2-methoxyethyl)pyrimido[5,4-d]pyrimidine-2,6-diamine COC=1C=C2CCN(CC2=CC1OC)C=1C2=C(N=C(N1)N(CCOC)CCOC)C(=NC(=N2)N(CCOC)CCOC)N2CC1=CC(=C(C=C1CC2)OC)OC